2,4-dinitrophenylacetic acid [N+](=O)([O-])C1=C(C=CC(=C1)[N+](=O)[O-])CC(=O)O